2-((R)-2-((S)-2-(tert-butoxycarbonyl)-1,2,3,4-tetrahydroisoquinolin-3-yl)-2-hydroxyethyl)-4,4-dimethyl-1-carbonyl-1,2,3,4-tetrahydroisoquinoline-6-carboxylic acid C(C)(C)(C)OC(=O)N1CC2=CC=CC=C2C[C@H]1[C@@H](CN1C(C2=CC=C(C=C2C(C1)(C)C)C(=O)O)=C=O)O